C(=O)O.FC1=NNC=C1C=1OC=C(N1)C(=O)NC=1C(=NN(C1)C1CCC(CC1)N1CCOCC1)C1=NC=CN=C1 2-(3-fluoro-1H-pyrazol-4-yl)-N-(1-((1r,4r)-4-morpholinylcyclohexyl)-3-(pyrazin-2-yl)-1H-pyrazol-4-yl)oxazole-4-carboxamide formate salt